1,3-didodecyl-imidazolium 2-ethylhexanoate C(C)C(C(=O)[O-])CCCC.C(CCCCCCCCCCC)N1C=[N+](C=C1)CCCCCCCCCCCC